N,N-dibenzyl-3-[2-(methylsulfanyl)pyrimidin-4-yl]bicyclo[1.1.1]pentan-1-amine C(C1=CC=CC=C1)N(C12CC(C1)(C2)C2=NC(=NC=C2)SC)CC2=CC=CC=C2